C(C1=CC=CC=C1)OC1=C(C(=CC(=C1C)O)O)C(=O)N1CC2=CC=CC(=C2C1)CN1CCN(CC1)C (2-(Benzyloxy)-4,6-dihydroxy-3-methylphenyl)(4-((4-methylpiperazin-1-yl)methyl)isoindolin-2-yl)methanone